FC1=CC(=CC=2N(C(=NC21)C)C(C)C)C2=CNC=1N=C(N=CC12)NCC=1C=NC(=CC1)N1CCN(CC1)C 5-(4-fluoro-1-isopropyl-2-methyl-1H-benzo[d]imidazol-6-yl)-N-((6-(4-methylpiperazin-1-yl)pyridin-3-yl)methyl)-7H-pyrrolo[2,3-d]pyrimidin-2-amine